(2R,3S,4S)-2,3,4-tribenzyloxy-4-[(4R,5R)-4-(benzyloxymethyl)-2,2,5-trimethyl-1,3-dioxolane-4-yl]-1-(piperazin-1-yl)butane-1-one oxalate C(C(=O)O)(=O)O.C(C1=CC=CC=C1)O[C@@H](C(=O)N1CCNCC1)[C@H]([C@@H]([C@@]1(OC(O[C@@H]1C)(C)C)COCC1=CC=CC=C1)OCC1=CC=CC=C1)OCC1=CC=CC=C1